methyl 8-acetamido-7-isopropyl-2-oxo-1,2-dihydroquinoline-3-carboxylate C(C)(=O)NC=1C(=CC=C2C=C(C(NC12)=O)C(=O)OC)C(C)C